N-((1-((2-(3,5-dichloro-phenyl)-6-((2-(4-methyl-piperazin-1-yl)pyrimidin-5-yl)oxy)pyridin-4-yl)methyl)piperidin-4-yl)methyl)acetamide ClC=1C=C(C=C(C1)Cl)C1=NC(=CC(=C1)CN1CCC(CC1)CNC(C)=O)OC=1C=NC(=NC1)N1CCN(CC1)C